C(C(C)C)(=O)O[C@@H]1[C@H](O[C@H]([C@@H]1F)N1C=2N=C(NC(C2N=C1)=S)N)CO (2R,3R,4R,5R)-5-(2-amino-6-thioxo-1,6-dihydro-9H-purin-9-yl)-4-fluoro-2-(hydroxymethyl)tetrahydrofuran-3-yl isobutyrate